FC=1C=C(C=CC1OC)N(C1=C(C(=CC(=C1)OC)N)C)C N1-(3-fluoro-4-methoxyphenyl)-5-methoxy-N1,2-dimethylbenzene-1,3-diamine